tert-butyl 2-(3-(5-(5,6,7,8-tetrahydro-1,8-naphthyridin-2-yl)pentyloxy)azetidin-1-yl)-2-(1,3,3-trimethyl-2-oxoindolin-4-yl)acetate N1=C(C=CC=2CCCNC12)CCCCCOC1CN(C1)C(C(=O)OC(C)(C)C)C1=C2C(C(N(C2=CC=C1)C)=O)(C)C